C1(CC1)C1=C(C=CC(=C1)N1C[C@H](NCC1)C)NC1=NC=C(C(=N1)C1=CC=2S(CCOCC2S1)(=O)=O)C(F)(F)F (R)-7-(2-((2-cyclopropyl-4-(3-methylpiperazin-1-yl)phenyl)amino)-5-(trifluoromethyl)pyrimidin-4-yl)-2,3-dihydro-5H-thieno[3,2-e][1,4]oxathiepine 1,1-dioxide